tert-butyl (1s,4s)-(4-((5-bromo-3-(((4,6-dimethyl-2-oxo-1,2-dihydropyridin-3-yl)methyl)-carbamoyl)-2-methylphenyl)-(methyl)-amino)-cyclohexyl)carbamate BrC=1C=C(C(=C(C1)N(C1CCC(CC1)NC(OC(C)(C)C)=O)C)C)C(NCC=1C(NC(=CC1C)C)=O)=O